C([C@@H]1[C@H]([C@@H]([C@@H](C(O1)O)O[C@@H]2[C@H]([C@H]([C@@H]([C@H](O2)COP(=O)(O)O)O)O)O)O)O)O The molecule is a disaccharide phosphate consisting of 6-O-phosphono-alpha-D-mannopyranose and D-mannopyranose residues joined in sequence by a (1->2) glycosidic bond. It derives from an alpha-D-Manp-(1->2)-D-Manp and an alpha-D-mannose 6-phosphate.